NC=1C=C(C=CC1OC1CC1)N1CCN(CC1)C(C)O (4-(3-amino-4-cyclopropoxyphenyl)piperazin-1-yl)ethan-1-ol